ClC=1C=C(C(=O)O)C=C(C1C1=CN(C2=NC=C(C=C21)C=2C(=NOC2C)C)C2(CCOCC2)C)OC(C)C 3-chloro-4-(5-(3,5-dimethylisoxazol-4-yl)-1-(4-methyltetrahydro-2H-pyran-4-yl)-1H-pyrrolo[2,3-b]pyridin-3-yl)-5-isopropoxybenzoic acid